4-(4-((1R,5S)-3,8-diazabicyclo[3.2.1]octan-3-yl)-8-fluoro-2-((2-hydroxycyclobutyl)methoxy)quinazolin-7-yl)naphthalen-2-ol [C@H]12CN(C[C@H](CC1)N2)C2=NC(=NC1=C(C(=CC=C21)C2=CC(=CC1=CC=CC=C21)O)F)OCC2C(CC2)O